C(C)(C)(C)C1=NC=C(C=N1)C=1N=C2SCCCN2C(C1C#N)=O 8-(2-tert-butylpyrimidin-5-yl)-6-oxo-2H,3H,4H,6H-pyrimido[2,1-b][1,3]thiazine-7-carbonitrile